C[C@H]1OC2=C([C@@H](NC1)C)N=CC=C2 (2R,5S)-2,5-dimethyl-2,3,4,5-tetrahydropyrido[2,3-f][1,4]oxazepine